ClC=1C=C(C=CC1Cl)C=1N(C(=C(C(C1C(=O)O)=O)I)C)CC 2-(3,4-dichlorophenyl)-1-ethyl-5-iodo-6-methyl-4-oxo-pyridine-3-carboxylic acid